(R)-6-(1-acetyl-4-hydroxypiperidin-4-yl)-4-((1-(2-methyl-3-(trifluoro-methyl)phenyl)ethyl)amino)pyrido[3,4-d]pyrimidin-8(7H)-one C(C)(=O)N1CCC(CC1)(O)C1=CC2=C(N=CN=C2N[C@H](C)C2=C(C(=CC=C2)C(F)(F)F)C)C(N1)=O